2-(6-{[(3R,4S)-3-fluoro-2,2,6,6-tetramethylpiperidin-4-yl]Oxy}pyridazin-3-yl)pyridin-3-ol F[C@@H]1C(NC(C[C@@H]1OC1=CC=C(N=N1)C1=NC=CC=C1O)(C)C)(C)C